pentanedioyl dichloride C(CCCC(=O)Cl)(=O)Cl